CN(C(=O)C1CCC(CC1)=O)C N,N-dimethyl-4-oxocyclohexanecarboxamide